N[C@@H](CC(=O)[O-])C(=O)[O-].N[C@@H](CC(=O)[O-])C(=O)[O-].[K+].[K+].[K+].[K+] potassium diaspartate